3-methyl-1-trityl-pyrazolo[3,4-b]pyrazine CC1=NN(C2=NC=CN=C21)C(C2=CC=CC=C2)(C2=CC=CC=C2)C2=CC=CC=C2